(R)-6-chloro-3-((1-(3,6-dimethyl-2-(1-methylcyclopentyl)-4-oxo-3,4-dihydroquinazolin-8-yl)ethyl)amino)picolinic acid ClC1=CC=C(C(=N1)C(=O)O)N[C@H](C)C=1C=C(C=C2C(N(C(=NC12)C1(CCCC1)C)C)=O)C